(S)-2-methyl-1-(5-nitropyridin-2-yl)-4-(pyridin-2-yl)piperazine C[C@@H]1N(CCN(C1)C1=NC=CC=C1)C1=NC=C(C=C1)[N+](=O)[O-]